FC1=CC(=C(C=C1N1N=NC=C1)O)C1=NC=C(N=C1)N(C)[C@@H]1[C@@H]([C@H]2CC[C@@H](C1)N2)F 4-fluoro-2-(5-(((1R,2R,3S,5S)-2-fluoro-8-azabicyclo[3.2.1]octan-3-yl)(methyl)amino)pyrazin-2-yl)-5-(1H-1,2,3-triazol-1-yl)phenol